N-methyl-N-(2-((3-(piperidin-4-yl)prop-2-yn-1-yl)oxy)ethyl)cyclohexane-1-carboxamide benzyl-(2-((2-(trimethylsilyl)ethoxy)methoxy)ethyl)carbamate C(C1=CC=CC=C1)N(C(O)=O)CCOCOCC[Si](C)(C)C.CN(C(=O)C1CCCCC1)CCOCC#CC1CCNCC1